5-tert-butyl-3-methylbenzene-1,2-diol C(C)(C)(C)C1=CC(=C(C(=C1)O)O)C